4'-fluoro-3-(1-methyl-1H-1,2,3-triazol-4-yl)-[1,1'-biphenyl]-4-carbonitrile FC1=CC=C(C=C1)C1=CC(=C(C=C1)C#N)C=1N=NN(C1)C